C(C)(C)(C)OC(=O)N1CC2COC3=C(C(N2CC1)=O)C=NC(=C3)C3=C(C=CC=C3)F 3-(2-fluorophenyl)-12-oxo-6a,7,9,10-tetrahydro-6H-pyrazino[2,1-c]Pyrido[3,4-f][1,4]Oxazepin-8(12H)-carboxylic acid tert-butyl ester